C(#N)C1(CC1)NC([C@@H](N[C@H](C(F)(F)F)C1=CC=C(C=C1)C1=CC=C(C=C1)S(=O)(=O)C)CC(C)(C)F)=O N-(1-cyanocyclopropyl)-4-fluoro-N2-{(1S)-2,2,2-trifluoro-1-[4'-(methylsulfonyl)biphenyl-4-yl]ethyl}-L-leucinamide